N-hydroxyethyl-hydroxydodecyl-imidazole bromide salt [Br-].OCCN1C(=NC=C1)CCCCCCCCCCCCO